(S)-4-[(1,3-Dimethyl-azetidin-3-yl)-hydroxy-(4-trifluoromethoxy-phenyl)-methyl]-benzonitrile CN1CC(C1)(C)[C@](C1=CC=C(C#N)C=C1)(C1=CC=C(C=C1)OC(F)(F)F)O